4-(4-fluorophenyl)-1,1,1-trifluorobut-2-en-2-yl acetate C(C)(=O)OC(C(F)(F)F)=CCC1=CC=C(C=C1)F